bis-(1-vinyl-imidazole) chloride [Cl-].C(=C)N1C=NC=C1.C(=C)N1C=NC=C1